N-(3-chloro-5-(methylsulfonamido)phenyl)thieno[3,2-c]pyridine-2-carboxamide ClC=1C=C(C=C(C1)NS(=O)(=O)C)NC(=O)C1=CC=2C=NC=CC2S1